3-(7-(8-chloronaphthalen-1-yl)-2-(((S)-1-methylpyrrolidin-2-yl)methoxy)-5,6,7,8-tetrahydropyrido[3,4-d]pyrimidin-4-yl)-6-(difluoromethyl)-3,8-diazabicyclo[3.2.1]octan-6-ol ClC=1C=CC=C2C=CC=C(C12)N1CC=2N=C(N=C(C2CC1)N1CC2CC(C(C1)N2)(O)C(F)F)OC[C@H]2N(CCC2)C